CC1=CC=C(C=C1)C=1N(C(=CC1)O)C1=NC(=C(N=C1C)C)C (4-methylphenyl)-1-(3,5,6-trimethylpyrazin-2-yl)-1H-pyrrol-5-ol